(S)-3-(3-(4-hydroxy-1-methyl-2-oxo-1,2-dihydropyridin-3-yl)ureido)-3-(3-phenoxyphenyl)propanoic acid ethyl ester C(C)OC(C[C@@H](C1=CC(=CC=C1)OC1=CC=CC=C1)NC(=O)NC=1C(N(C=CC1O)C)=O)=O